C[C@H](CCCCCCCCCC(=O)[O-])O The molecule is an 11-hydroxylaurate obtained by deprotonation of the carboxy group of (11R)-hydroxylauric acid; major species at pH 7.3. It is a conjugate base of an (11R)-11-hydroxylauric acid.